ClC1=C(C(=O)NCC(=O)N[C@@H](CC(C)C)B2OC(C[C@@H](O2)C(=O)NC)=O)C=C(C=C1)Cl (R)-2-((R)-1-(2-(2,5-dichlorobenzamido)acetamido)-3-methylbutyl)-N-methyl-6-oxo-1,3,2-dioxaborinane-4-carboxamide